[Cl-].C(CCC)[P+]1(CCCCC1)CCCC 1,1-dibutyl-phosphinanium chloride